2,4-dimethyl-7,8-dihydro-[1,3]dioxolo[4,5-g]isoquinolin-5(6H)-one CC1OC=2C(=CC=3CCNC(C3C2C)=O)O1